C1(CC1)CN1C[C@@H](CCC1)N1C(NC2=C1C=C(C(=C2)C=2C=C(C=1N(C2)N=CN1)OC)CC)=O (R)-1-(1-(Cyclopropylmethyl)piperidin-3-yl)-6-ethyl-5-(8-methoxy-[1,2,4]triazolo[1,5-a]pyridin-6-yl)-1,3-dihydro-2H-benzo[d]imidazol-2-on